octyldodecanoyl lauroyl glutamate N[C@@H](CCC(=O)OC(CCCCCCCCCCC)=O)C(=O)OC(C(CCCCCCCCCC)CCCCCCCC)=O